C(#N)C1=C(C=CC=C1C1=C2C=NN(C2=CC=C1)C)NC(=O)C=1SC=2CNCCC2N1 N-[2-Cyano-3-(1-methyl-1H-indazol-4-yl)phenyl]-4,5,6,7-tetrahydro[1,3]thiazolo[5,4-c]pyridin-2-carboxamid